1-((3-chloro-2-fluoro-4-hydroxy-6-methoxybenzyl)amino)cyclopropane-1-carboxylic acid methyl ester COC(=O)C1(CC1)NCC1=C(C(=C(C=C1OC)O)Cl)F